C[C@@H]1O[C@@H](CN(C1)C1=CC(=CC(=N1)C1=NC2=CC(=NC=C2C=C1)CNC(C1=CC(=CC=C1)C(C)O)=O)F)C N-((2-(6-((cis)-2,6-dimethylmorpholino)-4-fluoropyridin-2-yl)-1,6-naphthyridin-7-yl)methyl)-3-(1-hydroxyethyl)benzamide